N-(3-amino-2-chlorophenyl)-3-fluoro-N-((2-(trimethylsilyl)ethoxy)methyl)propane-1-sulfonamide NC=1C(=C(C=CC1)N(S(=O)(=O)CCCF)COCC[Si](C)(C)C)Cl